(1R,11R)-18-(difluoromethoxy)-5-(3-hydroxy-3-methyl-2-oxo-1H-indol-6-yl)-12-methyl-2,9,12-triazapentacyclo[9.8.1.0^{2,10}.0^{3,8}.0^{14,19}]icosa-3(8),4,6,9,14(19),15,17-heptaen-13-one FC(OC1=CC=CC=2C(N([C@H]3C4=NC=5C=CC(=CC5N4[C@@H](C12)C3)C3=CC=C1C(C(NC1=C3)=O)(C)O)C)=O)F